3-((4-oxo-4H-chromen-6-yl)methyl)quinolin-2(1H)-one O=C1C=COC2=CC=C(C=C12)CC=1C(NC2=CC=CC=C2C1)=O